2-[cyano-(5-fluoro-3-pyridyl)amino]-N-(2,2-dimethylpropyl)-5-methyl-thiazole-4-carboxamide C(#N)N(C=1SC(=C(N1)C(=O)NCC(C)(C)C)C)C=1C=NC=C(C1)F